N-[2-amino-5-(4-fluorophenyl)phenyl]-6-[(methylsulfonimidoyl)methyl]pyridine-3-carboxamide NC1=C(C=C(C=C1)C1=CC=C(C=C1)F)NC(=O)C=1C=NC(=CC1)CS(=O)(=N)C